Cl.Cl.C(C)(C)(C)[C@@H]1CC[C@H](CC1)C=1C=C(C(=O)N2CCC(CC2)OC2=C(C(=O)N)C=CC(=C2)N2CCNCC2)C=CC1O[C@@H]1CNCC1 trans-(S)-2-((1-(3-(4-(tert-butyl)cyclohexyl)-4-(pyrrolidin-3-yloxy)benzoyl)piperidin-4-yl)oxy)-4-(piperazin-1-yl)benzamide dihydrochloride